(S)-6-(1-Methyl-1H-imidazol-4-yl)-N-(tetrahydrofuran-3-yl)isoindolin-4-amine hydrochloride Cl.CN1C=NC(=C1)C=1C=C(C=2CNCC2C1)N[C@@H]1COCC1